C1(CCCC1)NC=1C2=C(N=C(N1)C1=CC=NC=C1)C=NC=C2 N-cyclopentyl-2-(pyridin-4-yl)pyrido[3,4-d]pyrimidin-4-amine